C(C)N(CCC)C(=C(N(CC)CCC)N(CC)CCC)[SiH3] tri(ethylpropylamino)vinylsilane